N-((1R,2S)-2-(3,4-difluorophenyl)cyclopropyl)-9-methyl-2-(methylsulfanyl)-9H-purin-6-amine FC=1C=C(C=CC1F)[C@H]1[C@@H](C1)NC1=C2N=CN(C2=NC(=N1)SC)C